Methylphospholen oxid CC1=P(CCC1)=O